N,N-di(2-aminoethyl)-N-(2-nitrobenzyl)amine tri-hydrochloride Cl.Cl.Cl.NCCN(CC1=C(C=CC=C1)[N+](=O)[O-])CCN